Racemic-N-(1-(6,7-difluoro-4-oxo-3,4-dihydrophthalazin-1-yl)ethyl)-5-fluoro-N-methyl-6-(trifluoromethyl)nicotinamide FC=1C=C2C(NN=C(C2=CC1F)[C@@H](C)N(C(C1=CN=C(C(=C1)F)C(F)(F)F)=O)C)=O |r|